tert-butyl N-[5-ethylsulfanyl-6-[2-oxo-1-(2,2,3,3,3-pentafluoropropyl)-1,7-naphthyridin-6-yl]-3-pyridyl]-N-methyl-carbamate C(C)SC=1C=C(C=NC1C=1C=C2C=CC(N(C2=CN1)CC(C(F)(F)F)(F)F)=O)N(C(OC(C)(C)C)=O)C